2-[2-[2-(2-azidoethoxy)ethoxy]-2-[(Z)-octadec-9-enyloxy]pentadecyloxy]octadec-9-en N(=[N+]=[N-])CCOCCOC(COC(C)CCCCCCC=CCCCCCCCC)(CCCCCCCCCCCCC)OCCCCCCCC\C=C/CCCCCCCC